C1(CC1)N1CCN(CC1)C(C(=O)N1CCN(C2=CC=CC=C12)C1=CC=CC=C1)C 2-(4-cyclopropylpiperazin-1-yl)-1-(4-phenyl-3,4-dihydroquinoxaline-1(2H)-yl)propan-1-one